methyl-2-(4-chlorophenyl)-2-fluoroethanol CC(C(F)C1=CC=C(C=C1)Cl)O